ClC1=CC=NC(=C1)Cl 4,6-dichloro-pyridin